NC1CC2=CC=C(C=C2C1)C=1N(N=C2C1N=CN(C2=O)CC2(CCN(CC2)C(C[C@@H](C)C2=CC=CC=C2)=O)O)C 3-(2-amino-2,3-dihydro-1H-inden-5-yl)-6-((4-hydroxy-1-((R)-3-phenylbutyryl)piperidin-4-yl)methyl)-2-methyl-2H-pyrazolo[4,3-d]pyrimidin-7(6H)-one